2-((4-(1-azidoethyl)-1H-1,2,3-triazol-1-yl)methyl)-6-cyclopropylimidazo[1,2-a]pyridine N(=[N+]=[N-])C(C)C=1N=NN(C1)CC=1N=C2N(C=C(C=C2)C2CC2)C1